BrC=1C(=NC=CC1C1=CC=NC=C1)Br dibromo-4,4'-bipyridine